4-[4-(1,3-dioxoisobenzofuran-5-ylcarbonyloxy)-2,3,5-trimethylphenyl]-2,3,6-trimethylphenyl-1,3-dioxoisobenzofuran-5-carboxylate O=C1OC(C2=CC(=CC=C12)C(=O)OC1=C(C(=C(C=C1C)C1=C(C(=C(C(=C1)C)OC(=O)C=1C=C2C(OC(C2=CC1)=O)=O)C)C)C)C)=O